OCC=1N=C2C(=NC1)NN=C2C(=O)NC 5-(hydroxymethyl)-N-methyl-1H-pyrazolo[3,4-b]Pyrazine-3-carboxamide